((1S,3R)-3-(2-(2-fluorophenyl)-6-(tetrahydrofuran-2-yl)-1H-imidazo[4,5-c]pyridin-1-yl)cyclohexyl)thiazole-2-carboxamide FC1=C(C=CC=C1)C=1N(C2=C(C=NC(=C2)C2OCCC2)N1)[C@H]1C[C@H](CCC1)C=1N=C(SC1)C(=O)N